C(C)NC1=NC(=NC(=N1)NC)NCC#C N-Ethyl-N'-methyl-N''-prop-2-ynyl-[1,3,5]triazine-2,4,6-triamine